COC1=CC=C(CN2[C@H]3[C@@H](C[C@@H]2CC3)NC(=O)C=3C=C2C=NN(C2=CC3)C3=NC2=CC=CC=C2C=C3)C=C1 N-((1R,2R,4S)-7-(4-methoxybenzyl)-7-azabicyclo[2.2.1]heptan-2-yl)-1-(quinolin-2-yl)-1H-indazole-5-carboxamide